FC1(CNCCC1N1CCN(CC1)C1=C(C=C(OC2C(NC(CC2)=O)=O)C=C1)F)F 3-[4-[4-(3,3-difluoro-4-piperidyl)piperazin-1-yl]-3-fluoro-phenoxy]piperidine-2,6-dione